NC1=C2C(=NC=N1)N(N=C2C2=CC=C(C=C2)CC=2C(=C(C(=O)N)C=CC2)OC)[C@H]2C=C[C@@H](C2)OCCOC [[4-[4-amino-1-[(1R,4R)-4-(2-methoxyethoxy)cyclopent-2-en-1-yl]pyrazolo[3,4-d]pyrimidin-3-yl]phenyl]methyl]-2-methoxybenzamide